N(C(=O)N)C(C[Si](OCC)(OCC)OCC)C 2-ureido-propyl-triethoxysilane